FC1(CCN(CC1)C=1C=C(C=CC1C=1OC=CN1)NC(C1=C(C=C(C=C1)NS(=O)(=O)CC)N1CCC2(CC2)CC1)=O)F N-(3-(4,4-difluoropiperidin-1-yl)-4-(oxazol-2-yl)phenyl)-4-(ethylsulfonamido)-2-(6-azaspiro[2.5]octan-6-yl)benzamide